methyl 3-chloro-5-(5-(4,4-difluoropiperidine-1-carbonyl)-1H-pyrrolo[2,3-b]pyridin-1-yl)benzoate ClC=1C=C(C(=O)OC)C=C(C1)N1C=CC=2C1=NC=C(C2)C(=O)N2CCC(CC2)(F)F